ClC1=C(C=O)C=CC(=C1Cl)OCC1=CC=CC=C1 2,3-dichloro-4-benzyloxybenzaldehyde